2-{3-[(3S)-3-tert-butylpiperazin-1-yl]-1,2,4-triazin-6-yl}-5-(2-methyl-2H-[1,2,3]triazolo[4,5-b]pyridin-6-yl)phenol dihydrochloride Cl.Cl.C(C)(C)(C)[C@H]1CN(CCN1)C=1N=NC(=CN1)C1=C(C=C(C=C1)C1=CC=2C(N=C1)=NN(N2)C)O